FC1=C(C(=C(C(=C1F)F)F)F)C=1C(NC2=CC=C(C=C2C1)C1=CC=C(C=C1)N1CCN(CC1)C(C)C)=O 3-(2,3,4,5,6-pentafluorophenyl)-6-{4-[4-(propan-2-yl)piperazin-1-yl]phenyl}-1,2-dihydroquinolin-2-one